ethyl 5-(benzyloxy)-2-(1-(tert-butoxycarbonyl)-1H-benzo[d]imidazol-2-yl)-6-methoxy-1,2,3,4-tetrahydroisoquinoline-3-carboxylate C(C1=CC=CC=C1)OC1=C2CC(N(CC2=CC=C1OC)C1=NC2=C(N1C(=O)OC(C)(C)C)C=CC=C2)C(=O)OCC